4-methoxybutyl 4-(3-hydroxyphenyl)-7-(2-methoxyphenyl)-2-methyl-5-oxo-1,4,5,6,7,8-hexahydroquinoline-3-carboxylate OC=1C=C(C=CC1)C1C(=C(NC=2CC(CC(C12)=O)C1=C(C=CC=C1)OC)C)C(=O)OCCCCOC